OC(CCC)[Se][Se]C(CCC)O bis(1-hydroxybutyl) diselenide